diisopropylcumylsilyl triflate O(S(=O)(=O)C(F)(F)F)[Si](C(C)(C)C1=CC=CC=C1)(C(C)C)C(C)C